t-hexyl peroxybenzoate (thexylperoxybenzoate) C(C)(C)(C(C)C)C1=C(C(=O)OO)C=CC=C1.C(C1=CC=CC=C1)(=O)OOC(C)(C)CCC